ClC1=C(C=C(C=C1)F)C1(NC(C=2C=3C=NN(C3C=C(C21)NC(C2=CC(=CC(=C2)C(F)(F)F)F)=O)C(C(F)(F)F)C)=O)O N-[6-(2-chloro-5-fluorophenyl)-6-hydroxy-8-oxo-3-(1,1,1-trifluoroprop-2-yl)-7,8-dihydro-6H-pyrrolo[4,3-e]indazol-5-yl]-3-fluoro-5-(trifluoromethyl)benzamide